COC(=O)C=1C(N(C2=CC(=CC=C2C1N)Br)C1=C(C=C(C=C1Br)Cl)C)=O 4-Amino-7-bromo-1-(6-bromo-4-chloro-2-methylphenyl)-2-oxo-1,2-dihydroquinoline-3-carboxylic acid methyl ester